NC1=CC(=C(C(=C1)Cl)C1=C(C=C(C=C1C)C(=O)C1=CC(=CC(=C1)OC)F)C)Cl (4-(4-amino-2,6-dichlorophenyl)-3,5-dimethylphenyl)(3-fluoro-5-methoxyphenyl)methanone